C[C@H]1N(CCC1)C1=CC2=C(C(=N1)[C@@H](CC)NC(OC(C)(C)C)=O)CNC2=O tert-butyl ((R)-1-(6-((R)-2-methylpyrrolidin-1-yl)-1-oxo-2,3-dihydro-1H-pyrrolo[3,4-c]pyridin-4-yl)propyl)carbamate